BrC1=NC(=C(C=2N=C(N=C(C21)N2[C@@H]([C@@H]1CC[C@H](C2)N1C(=O)OC(C)(C)C)C=C)SCC)F)Cl tertbutyl (1S,2R,5R)-3-(5-bromo-7-chloro-2-(ethylthio)-8-fluoropyrido[4,3-d]pyrimidin-4-yl)-2-vinyl-3,8-diazabicyclo[3.2.1]octane-8-carboxylate